NC1=NNC(C2=C1N(C=C2[C@H]2CN(CCC2)C(\C=C\COC)=O)C2=CC=C(C=C2)OC2=C(C=CC=C2)F)=O (S,E)-7-amino-1-(4-(2-fluorophenoxy)phenyl)-3-(1-(4-methoxybut-2-enoyl)piperidin-3-yl)-1,5-dihydro-4H-pyrrolo[2,3-d]pyridazin-4-one